C(C1=CC=CC=C1)OC1=NC(=CC=C1N1N=NC2=C1C=CC(=C2)N[C@@H]2[C@H](CN(CC2)C(=O)OC(C)(C)C)F)OCC2=CC=CC=C2 tert-butyl (3S,4S)-4-[[1-(2,6-dibenzyloxy-3-pyridyl)benzotriazol-5-yl]amino]-3-fluoro-piperidine-1-carboxylate